C([2H])([2H])([2H])C(C(C)N)([2H])[2H] (methyl-d3)propan-1,1-d2-2-amine